2-(2,5-dichlorophenoxy)ethan-1-one ClC1=C(OCC=O)C=C(C=C1)Cl